TOSYL-(2-FLUORoBENZYL)-METHYLISOCYANIDE S(=O)(=O)(C1=CC=C(C)C=C1)C(CC1=C(C=CC=C1)F)[N+]#[C-]